3-sulfo-N,N-diethyl-aniline S(=O)(=O)(O)C=1C=C(N(CC)CC)C=CC1